N1C=C(C2=CC=CC=C12)C(=O)O Indole-3-carboxic acid